4-fluoro-1-(1-hydroxy-2-methylpropan-2-yl)-N,N-bis(4-methoxybenzyl)-5-(morpholinomethyl)-1H-pyrazole-3-sulfonamide FC=1C(=NN(C1CN1CCOCC1)C(CO)(C)C)S(=O)(=O)N(CC1=CC=C(C=C1)OC)CC1=CC=C(C=C1)OC